O1CC[C@H](C2=CC=CC=C12)NC1=NC=C(C(=N1)N[C@H]1C[C@H](CCC1)O)C(=O)N 2-((R)-chroman-4-ylamino)-4-((1R,3S)-3-hydroxycyclohexylamino)pyrimidine-5-carboxamide